aluminum titanium chromium nickel [Ni].[Cr].[Ti].[Al]